(7-phenylimidazo[1,2-a]pyridin-2-yl)methylamine C1(=CC=CC=C1)C1=CC=2N(C=C1)C=C(N2)CN